tert-butyl 6-[7-[4-fluoro-2-[2-[2-(pyrrolidin-3-yloxycarbonylamino)ethoxy]ethoxy]phenyl]thieno[2,3-d]pyridazin-4-yl]-3,4-dihydro-1H-isoquinoline-2-carboxylate FC1=CC(=C(C=C1)C=1N=NC(=C2C1SC=C2)C=2C=C1CCN(CC1=CC2)C(=O)OC(C)(C)C)OCCOCCNC(=O)OC2CNCC2